C(#N)C=1C=CC(=C(C1)NS(=O)(=O)C=1C=C(C(=O)O)C=CC1C1CC1)N1C[C@H](C[C@H](C1)C)C 3-(N-(5-cyano-2-(cis-3,5-dimethylpiperidin-1-yl)phenyl)sulfamoyl)-4-cyclopropylbenzoic acid